(E)-4-[2-[5,6-dihydro-5,5-dimethyl-8-(4-methoxyphenyl)-2-naphthalenyl]ethenyl]benzoic acid CC1(C=2C=CC(=CC2C(=CC1)C1=CC=C(C=C1)OC)/C=C/C1=CC=C(C(=O)O)C=C1)C